5-fluoro-4-(3-oxo-5,6-dihydro-3H-[1,2,4]triazolo[3,4-c][1,4]oxazin-2(8H)-yl)-N-(2,4,6-trifluorophenyl)-2-{[(2S)-1,1,1-trifluoropropan-2-yl]oxy}benzamide FC=1C(=CC(=C(C(=O)NC2=C(C=C(C=C2F)F)F)C1)O[C@H](C(F)(F)F)C)N1N=C2COCCN2C1=O